carbon oxygen carbon [C].[O].[C]